2-[3-bromo-4-[4-(4-piperidylmethoxy)phenoxy]phenyl]propan-2-ol BrC=1C=C(C=CC1OC1=CC=C(C=C1)OCC1CCNCC1)C(C)(C)O